ClCOC(CCl)CCl 1,3-dichloro-2-propyl chloromethyl ether